C(CCCCCCC)OCCCCCCCC n-octyloxide